1-((1,3-dimethyl-1H-pyrazol-4-yl)sulfonyl)-N-(benzo[d]thiazol-5-yl)-4-methylpiperidine-4-carboxamide CN1N=C(C(=C1)S(=O)(=O)N1CCC(CC1)(C(=O)NC=1C=CC2=C(N=CS2)C1)C)C